C(C)OC(C1=C(C=CC=C1)OC(F)F)=O 2-(Difluoromethoxy)benzoic acid ethyl ester